(S)-N-(4-(1-acetyl-2-methyl-1,2,3,4-tetrahydroquinolin-6-yl)benzyl)-6-(2-aminopyrimidin-5-yl)-8-(piperazin-1-yl)imidazo[1,2-a]pyrazine-2-carboxamide hydrochloride Cl.C(C)(=O)N1[C@H](CCC2=CC(=CC=C12)C1=CC=C(CNC(=O)C=2N=C3N(C=C(N=C3N3CCNCC3)C=3C=NC(=NC3)N)C2)C=C1)C